1-(6-(4-fluoro-1H-pyrazol-1-yl)pyridin-3-yl)cyclopropanecarboxylic acid FC=1C=NN(C1)C1=CC=C(C=N1)C1(CC1)C(=O)O